CN(C(C=C)=O)C1=C(C=CC=C1)C#CC1=CC=C(C=C1)C N-methyl-N-(2-((4-methylphenyl)ethynyl)phenyl)-acrylamide